4-chloro-N-(2-(4-(p-tolyl)-1H-1,2,3-triazol-1-yl)acetyl)benzamide ClC1=CC=C(C(=O)NC(CN2N=NC(=C2)C2=CC=C(C=C2)C)=O)C=C1